4-chlorobenzaldehyde O-(2-(1H-indol-1-yl)acetyl) oxime N1(C=CC2=CC=CC=C12)CC(=O)ON=CC1=CC=C(C=C1)Cl